aminoisonitrile N[N+]#[C-]